COC[C@]12CN(C[C@H](CC1)N2C(=O)OC(C)(C)C)C(=O)OCC2=CC=CC=C2 3-benzyl 8-tert-butyl (1R,5S)-1-(methoxymethyl)-3,8-diazabicyclo[3.2.1]octane-3,8-dicarboxylate